N1C(C=CC2=CC=CC=C12)=O CHINOLINON